CN1N=CC(=C1)C(=O)NC1=CC2=C(C=N1)C=C(N2)C2=NC(=NC=C2)NCC(F)(F)F 1-methyl-N-(2-(2-(2,2,2-trifluoroethylamino)pyrimidin-4-yl)-1H-pyrrolo[3,2-c]pyridin-6-yl)-1H-pyrazole-4-carboxamide